C1N(CCC2=CC=CC=C12)C[C@H](CN1CCOC2=C(C1=O)C=CC(=C2)CN2CCC(CC2)F)O 4-[(2R)-3-(3,4-dihydro-1H-isoquinolin-2-yl)-2-hydroxy-propyl]-8-[(4-fluoro-1-piperidinyl)methyl]-2,3-dihydro-1,4-benzoxazepin-5-one